FC(CN1C=CC=CC1=O)F 1-(2,2-difluoroethyl)-6-oxo-1,6-dihydropyridin